C[Si](O[Si](O[Si](CCC1C2C3C4C=CC(C3C(C1)C2)C4)(C)C)(C)C)(CCC4C2C1C3C=CC(C1C(C4)C2)C3)C 1,1,3,3,5,5-hexamethyl-1,5-bis(2-(1,2,3,4,4a,5,8,8a-octahydro-1,4:5,8-dimethanonaphthalen-2-yl)ethyl)trisiloxane